N-(2-((3S,4R)-3-fluoro-4-(methoxy-d3)cyclohex-1-en-1-yl)pyrimidin-4-yl)-5-isopropyl-8-((2R,3S)-2-methyl-3-((methanesulfonyl)methyl)azetidin-1-yl)isoquinolin-3-amine F[C@H]1C=C(CC[C@H]1OC([2H])([2H])[2H])C1=NC=CC(=N1)NC=1N=CC2=C(C=CC(=C2C1)C(C)C)N1[C@@H]([C@H](C1)CS(=O)(=O)C)C